3,5-difluoro-4-[2-(propan-2-yl)-6-[4-fluoro-3-(trifluoromethyl)phenyl]imidazo[1,2-a]pyrazin-3-yl]phenol FC=1C=C(C=C(C1C1=C(N=C2N1C=C(N=C2)C2=CC(=C(C=C2)F)C(F)(F)F)C(C)C)F)O